(S)-2-((((R)-2-(3-chlorophenyl)-2-methyl-1-phenylpropoxy)carbonyl)amino)hexanoic acid ClC=1C=C(C=CC1)C([C@H](OC(=O)N[C@H](C(=O)O)CCCC)C1=CC=CC=C1)(C)C